N,N-dimethyl-2-(8-(2-(pyridin-4-yl)pyrido[3,4-d]pyrimidin-4-yl)-2,8-diazaspiro[4.5]decan-2-yl)ethanesulfonamide di-lithium phosphate P(=O)([O-])([O-])O.[Li+].[Li+].CN(S(=O)(=O)CCN1CC2(CC1)CCN(CC2)C=2C1=C(N=C(N2)C2=CC=NC=C2)C=NC=C1)C